4-(2-Phenyl-1,3-thiazol-4-yl)-1H-pyrrolo[2,3-b]pyridine trifluoroacetate salt FC(C(=O)O)(F)F.C1(=CC=CC=C1)C=1SC=C(N1)C1=C2C(=NC=C1)NC=C2